2-[[4-(3-methoxypropoxy)-3-methyl-2-pyridyl]-methylsulfonyl]-1H-benzimidazole COCCCOC1=C(C(=NC=C1)CS(=O)(=O)C1=NC2=C(N1)C=CC=C2)C